FC1=C(C=CC=C1)/C(/C)=N/O (E)-1-(2-fluorophenyl)ethan-1-one oxime